ClC1=CC=C(C=C1)[C@@]12OC3=C([C@@]1([C@H](C[C@H]2C2=CC(=CC=C2)F)NC(=O)NC)O)C(=CC(=C3)OC)OC 1-((1S,3S,3aR,8bS)-3a-(4-chlorophenyl)-3-(3-fluorophenyl)-8b-hydroxy-6,8-dimethoxy-2,3,3a,8b-tetrahydro-1H-cyclopenta[b]benzofuran-1-yl)-3-methylurea